COC1=C(C=C(C(=C1)COCC(F)(F)F)[N+](=O)[O-])OC 1,2-dimethoxy-4-nitro-5-((2,2,2-trifluoroethoxy)methyl)benzene